N1N=CC(=C1)CNC(=O)NC1=CC=C(C=C1)CN1C(C2=CC=CC=C2C1=O)C 1-((1H-pyrazol-4-yl)methyl)-3-(4-((1-methyl-3-oxoisoindolin-2-yl)methyl)phenyl)urea